2-chloro-6-[3-(2,3-dihydro-1,4-benzodioxin-6-yl)-2-methyl-phenyl]pyridine-3-carboxylic acid ClC1=NC(=CC=C1C(=O)O)C1=C(C(=CC=C1)C1=CC2=C(OCCO2)C=C1)C